6-(pyridine-3-yl)quinazoline N1=CC(=CC=C1)C=1C=C2C=NC=NC2=CC1